3-((2-methoxy-5-(methoxycarbonyl)benzyl)amino)propionic acid COC1=C(CNCCC(=O)O)C=C(C=C1)C(=O)OC